benzyl ((R)-2-(carbamoyloxy)-1-(4-(ethylsulfonyl)phenyl)ethyl)carbamate C(N)(=O)OC[C@@H](C1=CC=C(C=C1)S(=O)(=O)CC)NC(OCC1=CC=CC=C1)=O